CN1N=C2C(N=C(C=C2)C(=O)O)=C1 2-methylpyrazolo[4,3-b]pyridine-5-carboxylic acid